(R)-tert-Butyl((5-methyl-6-((1-(naphthalen-1-yl)ethyl)carbamoyl)-1H-indol-2-yl)methyl)carbamate C(C)(C)(C)OC(NCC=1NC2=CC(=C(C=C2C1)C)C(N[C@H](C)C1=CC=CC2=CC=CC=C12)=O)=O